thiazolo[5,4-d]pyrimidine-2-carbohydrazide N1=C(SC=2N=CN=CC21)C(=O)NN